4'-amino-4-fluoro-6-methoxy-3'-nitro-[1,1'-biphenylyl]phthalazin-1(2H)-one NC1=C(C=C(C=C1)C1=C(C=CC=C1)N1C(C2=CC=C(C=C2C(=N1)F)OC)=O)[N+](=O)[O-]